ClC1=NC=NC(=C1[N+](=O)[O-])N1CCCCC1 4-chloro-5-nitro-6-(piperidin-1-yl)pyrimidine